C(C)(C)OC1=C(C2=CC=CC=C2C(=C1)O)O 2-Isopropoxy-1,4-naphthalenediol